CC1(C23C(CCC1)C(C(CC2)C3)=O)C (+/-)-2,2-dimethyltricyclo[6.2.1.01,6]undecan-7-one